BrC1=C2CCC(C2=C(C=C1)Cl)=O 4-bromo-7-chloro-2,3-dihydro-1H-inden-1-one